lithium 3,4-dihydroxybutanesulfonate OC(CCS(=O)(=O)[O-])CO.[Li+]